C(C)(C)N1C(=NC(=C1)C(F)(F)F)C1=CC=C(CN2C(C=CC3=C2N=C(N=C3)SC)=O)C=C1 8-(4-(1-isopropyl-4-(trifluoromethyl)-1H-imidazol-2-yl)benzyl)-2-(methylthio)pyrido[2,3-d]pyrimidin-7(8H)-one